L-Fuconic acid O=C([C@@H](O)[C@H](O)[C@H](O)[C@@H](O)C)O